SCC1CN(C1)C(=O)OCCCC butyl 3-(sulfanylmethyl)azetidine-1-carboxylate